N1(CCNCC1)C1=CC=2CN3CCN(CC3C2C=N1)C1=C2C=CC=NC2=CC=C1 5-(11-Piperazin-1-yl-4,7,12-triazatricyclo[7.4.0.02,7]trideca-1(9),10,12-trien-4-yl)quinoline